4-((3-(1-((1S,4S)-5-oxaspiro[3.5]nonan-1-yl)-1H-pyrazol-4-yl)-2-methoxyphenyl)amino)-6-(cyclopropanecarboxamido)pyridazine-3-carboxamide [C@@H]1(CC[C@]12OCCCC2)N2N=CC(=C2)C=2C(=C(C=CC2)NC2=C(N=NC(=C2)NC(=O)C2CC2)C(=O)N)OC